CC(CC(=O)O)(CCCCCCCCCCCCC1=CC=CC=C1)C 3,3-dimethyl-15-phenylpentadecanoic acid